C(C)(C)(C)C=1C(=C(C(=CC1C(C)(C)C)C(C)(C)C)O)N1N=C2C(=N1)C=CC=C2 tert-butyl-2-(2H-benzotriazol-2-yl)-4,6-di-tert-butylphenol